neopentyl ((((1R,2R,4S)-3-oxo-1-azabicyclo[2.2.1]heptan-2-yl)methoxy)(phenoxy)phosphoryl)-L-alaninate O=C1[C@H](N2CC[C@H]1C2)COP(=O)(OC2=CC=CC=C2)N[C@@H](C)C(=O)OCC(C)(C)C